2,2-dimethylolbutylene glycol C(O)C(CO)(CCO)CO